methacrylamide propyltriethylammonium salt C(CC)[N+](CC)(CC)CC.C(C(=C)C)(=O)[NH-]